3-((E)-4-((E)-4-aminostyryl)styryl)-5,5-difluoro-1-methyl-5H-dipyrrolo[1,2-c:2',1'-f][1,3,2]diazaborinin-4-ium-5-uide NC1=CC=C(/C=C/C2=CC=C(/C=C/C=3C=C(C4=CC=5N([B-]([N+]43)(F)F)C=CC5)C)C=C2)C=C1